COC(C1=C(C=C(C=C1)[N+](=O)[O-])N1CC2CC2(CC1)C(F)F)=O.C(#N)C=1C=CC(=NC1)N1CCC(CC1)C(=O)NCCC1CCN(CC1)CC1=C(C=CC=C1)O 1-(5-cyanopyridin-2-yl)-N-(2-{1-[(2-hydroxyphenyl)methyl]piperidin-4-yl}ethyl)piperidine-4-carboxamide methyl-2-(6-(difluoromethyl)-3-azabicyclo[4.1.0]heptan-3-yl)-4-nitrobenzoate